N-benzoylvalyl-alanyl-aspartic acid C(C1=CC=CC=C1)(=O)N[C@@H](C(C)C)C(=O)N[C@@H](C)C(=O)N[C@@H](CC(=O)O)C(=O)O